[SiH3][N-][SiH3] bis-silyl-amide